(4-fluorophenyl)vinyloxy-trimethyl-silane Methyl-4-methoxy-5-(3-(2-(3-methoxyphenyl)acetamido)propoxy)-2-nitrobenzoate COC(C1=C(C=C(C(=C1)OCCCNC(CC1=CC(=CC=C1)OC)=O)OC)[N+](=O)[O-])=O.FC1=CC=C(C=C1)C=CO[Si](C)(C)C